4,8,12-trimethyltridec-3,7,11-trienoic acid CC(=CCC(=O)O)CCC=C(CCC=C(C)C)C